(trifluoromethyl)-1H-indazole-3-carbonitrile FC(F)(F)N1N=C(C2=CC=CC=C12)C#N